C(C)(C)(C)OC(=O)NCC=1C=NN(C1)CC1=CC2=C(C(=NO2)NS(=O)(=O)C2=C(C=C(C(=O)OC)C=C2)OC)C(=C1)OC methyl 4-(N-(6-((4-(((tert-butoxycarbonyl) amino) methyl)-1H-pyrazol-1-yl) methyl)-4-methoxybenzo[d]isoxazol-3-yl) sulfamoyl)-3-methoxybenzoate